(S,E)-1-(2-ethyl-4-(1-(((3-methyl-4-(pyridazin-4-yl)benzyl)oxy)imino)ethyl)benzyl)pyrrolidine-3-carboxylic acid C(C)C1=C(CN2C[C@H](CC2)C(=O)O)C=CC(=C1)/C(/C)=N/OCC1=CC(=C(C=C1)C1=CN=NC=C1)C